4-N-phenylmaleimide C1(=CC=CC=C1)N1C(C=CC1=O)=O